6-bromo-4-hydroxy-1-(2-morpholinoethyl)-2-oxo-1,2-dihydroquinoline-3-carboxylic acid ethyl ester C(C)OC(=O)C=1C(N(C2=CC=C(C=C2C1O)Br)CCN1CCOCC1)=O